N,N-diethyl-aminopropylamine C(C)N(CC)CCCN